6-((E)-4-(((1r,4r)-4-hydroxycyclohexyl)amino)but-2-enoylamino)nicotinic acid OC1CCC(CC1)NC/C=C/C(=O)NC1=NC=C(C(=O)O)C=C1